O[C@@H]1C[C@H](N(C1)C([C@H](C(C)(C)C)NC(CCCNC(OC(C)(C)C)=O)=O)=O)C(N[C@@H](C)C1=CC=C(C=C1)C1=C(N=CS1)C)=O tert-butyl (4-(((S)-1-((2S,4R)-4-hydroxy-2-(((S)-1-(4-(4-methylthiazol-5-yl)phenyl)ethyl)carbamoyl)pyrrolidin-1-yl)-3,3-dimethyl-1-oxobutan-2-yl)amino)-4-oxobutyl)carbamate